perhydrofluorene C1CCCC2C3CCCCC3CC12